2-(4-(4-(2-(ethylamino)pyrimidin-5-yl)-1-methyl-6-oxo-1,6-dihydropyridin-3-yl)-1H-pyrazol-1-yl)benzonitrile C(C)NC1=NC=C(C=N1)C=1C(=CN(C(C1)=O)C)C=1C=NN(C1)C1=C(C#N)C=CC=C1